COC=1C=C2C(=CC=NC2=CC1OCCCN1CCCC1)NC1CCN(CC1)C 6-methoxy-N-(1-methylpiperidin-4-yl)-7-(3-(pyrrolidin-1-yl)propoxy)quinolin-4-amine